4-azido-3,8-dimethylcinnoline N(=[N+]=[N-])C1=C(N=NC2=C(C=CC=C12)C)C